[PH2](=O)[O-].[Al+3].[PH2](=O)[O-].[PH2](=O)[O-] aluminium hypophosphit